5-((4-(4-(fluoromethyl)piperidin-1-yl)phenyl)amino)-1,3-dimethyl-1,3-dihydro-2H-benzo[d]imidazol-2-one FCC1CCN(CC1)C1=CC=C(C=C1)NC1=CC2=C(N(C(N2C)=O)C)C=C1